CN(C(CCCCCCCCC)\C=C\CCCCCCC\C=C/C\C=C/CCCCC)C (11E,20Z,23Z)-N,N-dimethylnonacosa-11,20,23-trien-10-amin